3-Amino-N-methyl-1-phenyl-1H-thieno[2,3-c]pyrazole-5-carboxamide NC=1C2=C(N(N1)C1=CC=CC=C1)SC(=C2)C(=O)NC